COC(=O)C1C(CC(C(C1)C(=O)O)C(=O)O)C(=O)O 1,2,4,5-cyclohexanetetracarboxylic acid methyl ester